C1(CC1)[C@@H](C)C=1C(=C2CCC2=CC1)NC(=O)N[S@](=O)(=N)C1=CN=C(S1)C(C)(C)O (R)-N-((3-((R)-1-cyclopropylethyl)bicyclo[4.2.0]octa-1,3,5-trien-2-yl)carbamoyl)-2-(2-hydroxypropan-2-yl)thiazole-5-sulfonimidamide